N=1C=C(N2C1C=NC=C2)CN2CCC1=CC=C(C=C21)NC(C2=CC(=CC(=C2)C(F)(F)F)N2C=NC(=C2)C)=O N-(1-(Imidazo[1,2-a]pyrazin-3-ylmethyl)indolin-6-yl)-3-(4-methyl-1H-imidazol-1-yl)-5-(trifluoromethyl)benzamid